1-Decyl-2-ethylpyrrolium chlorid [Cl-].C(CCCCCCCCC)[NH+]1C(=CC=C1)CC